C(C)N1C(C=CC2=C1N=C(N=C2)N[C@@H](C)C2=CC=C(C=C2)C2(CCOCC2)N2CCNCC2)=O 8-ethyl-2-{[(1S)-1-{4-[4-(piperazin-1-yl)tetrahydro-2H-pyran-4-yl]phenyl}ethyl]amino}pyrido[2,3-d]pyrimidin-7(8H)-one